[N+](=O)([O-])C1OC2=C(N1)NC=N2 nitrodihydroimidazooxazole